C(C)(C)(C)OC(CC[C@@H](C(N)=O)N1C(C2=CC=C(C(=C2C1)Cl)N1CCN(CC1)C(=O)OC(C)(C)C)=O)=O tert-butyl 4-{2-[(1S)-4-(tert-butoxy)-1-carbamoyl-4-oxobutyl]-4-chloro-1-oxo-3H-isoindol-5-yl}piperazine-1-carboxylate